FC1=CC(=C(C=C1)C1=CC(=CC=C1)C=1OC2=C(N1)C=C(C=C2OC)CN[C@H]2[C@H](CCC2)OC)C2=NN=CN2C (1R,2S)-N-((2-(4'-Fluoro-2'-(4-methyl-4H-1,2,4-triazol-3-yl)-[1,1'-biphenyl]-3-yl)-7-methoxybenzo[d]oxazol-5-yl)methyl)-2-methoxycyclopentan-1-amine